C(C)(C)C1=CC=C(C2=CC=C(C2=C1)C)C 7-iso-Propyl-1,4-dimethylazulen